ethyl 6-fluoro-1,1-dimethyl-3-(4-(3-(methylsulfonyl)propoxy)-2-(trifluoromethyl) phenyl)-2,3-dihydro-1H-indene-5-carboxylate FC1=C(C=C2C(CC(C2=C1)(C)C)C1=C(C=C(C=C1)OCCCS(=O)(=O)C)C(F)(F)F)C(=O)OCC